diethyl 2,3-bis(2-ethylbutyl)succinate C(C)C(CC(C(=O)OCC)C(C(=O)OCC)CC(CC)CC)CC